[(2S)-1-(4-{[(3-chloro-4-methoxyphenyl) methyl] amino}-5-{[(pyrimidin-2-yl)methyl]carbamoyl}pyrimidin-2-yl)pyrrolidin-2-yl]methyl 6-(nitrooxy)hexanoate [N+](=O)([O-])OCCCCCC(=O)OC[C@H]1N(CCC1)C1=NC=C(C(=N1)NCC1=CC(=C(C=C1)OC)Cl)C(NCC1=NC=CC=N1)=O